(6S)-6-({2-[1-(prop-2-yl)-1H-pyrazol-4-yl]-7-(trifluoromethyl)[1,2,4]triazolo[1,5-c]quinazolin-5-yl}amino)-1,4-thiazepin-5-one CC(C)N1N=CC(=C1)C1=NN2C(=NC=3C(=CC=CC3C2=N1)C(F)(F)F)NC=1C(N=CCSC1)=O